(8aS)-5-[8-ethyl-7-fluoro-3-(methoxymethoxy)naphthalen-1-yl]-4-fluoro-2-(methylsulfanyl)-8,8a,9,10,11,12-hexahydro-7-oxa-1,3,6,12a-tetraazabenzo[4,5]cyclohepta[1,2,3-de]naphthalene C(C)C=1C(=CC=C2C=C(C=C(C12)C1=C(C=2N=C(N=C3C2C(=N1)OC[C@H]1N3CCCC1)SC)F)OCOC)F